F[C@@]1(C=2C=CC=NC2[C@H](CC1)O)C(=O)N[C@@H]1CCCC2=CC=CC=C12 (5S,8S)-5-fluoro-8-hydroxy-N-((R)-1,2,3,4-tetrahydronaphthalen-1-yl)-5,6,7,8-tetrahydro-quinoline-5-carboxamide